FC(S(=O)(=O)O)(F)F (S)-trifluoromethanesulfonic acid